tert-Butyl (3-cyano-7-fluoro-4-(5-fluoro-3-((3S,4R)-3-hydroxy-4-(isopropylamino)pyrrolidin-1-yl)-7,9-dihydrofuro[3,4-f]quinazolin-6-yl)thieno[3,2-c]pyridin-2-yl)carbamate C(#N)C1=C(SC2=C1C(=NC=C2F)C=2C1=C(C=3C=NC(=NC3C2F)N2C[C@@H]([C@@H](C2)NC(C)C)O)COC1)NC(OC(C)(C)C)=O